ClCC(=O)NC1=CC=C(C=C1)OC1=CC(=CC(=C1)C)C 2-chloro-N-(4-(3,5-dimethylphenoxy)phenyl)acetamide